diphenyl-(2,4,6-trimethylbenzoyl)oxy-phosphorus C1(=CC=CC=C1)P(OC(C1=C(C=C(C=C1C)C)C)=O)C1=CC=CC=C1